N-(4-benzofuran-2-yl-phenyl)-N-(4-benzoxazol-2-yl-phenyl)-N-{4-(2-phenyl-benzothiazol-6-yl)-phenyl}-amine O1C(=CC2=C1C=CC=C2)C2=CC=C(C=C2)N(C2=CC=C(C=C2)C2=CC1=C(N=C(S1)C1=CC=CC=C1)C=C2)C2=CC=C(C=C2)C=2OC1=C(N2)C=CC=C1